(R)-6-chloro-3-((1-(3,6-dimethyl-2-(4-(1-methyl-1H-indazol-3-yl)piperidin-1-yl)-4-oxo-3,4-dihydroquinazolin-8-yl)ethyl)amino)-N-(methylsulfonyl)picolinamide ClC1=CC=C(C(=N1)C(=O)NS(=O)(=O)C)N[C@H](C)C=1C=C(C=C2C(N(C(=NC12)N1CCC(CC1)C1=NN(C2=CC=CC=C12)C)C)=O)C